N-(2-Fluoro-6-(trifluoromethyl)benzyl)-5-(1H-imidazol-1-yl)-1H-indole-7-carboxamide FC1=C(CNC(=O)C=2C=C(C=C3C=CNC23)N2C=NC=C2)C(=CC=C1)C(F)(F)F